(S)-N-(((S)-9-chloro-4-ethyl-8,10-difluoro-4-hydroxy-3,14-dioxo-3,4,12,14-tetrahydro-1H-pyrano[3',4':6,7]indolizino[1,2-b]quinolin-11-yl)methyl)-2-hydroxypropionamide ClC1=C(C=2C(=C3C(=NC2C=C1F)C1=CC2=C(C(N1C3)=O)COC([C@]2(O)CC)=O)CNC([C@H](C)O)=O)F